ClC1=CC=C(CN2C=3N(C4=C(C2=O)CN(CC4)CC4=CC=C(C=C4)C#C)CCN3)C=C1 4-(4-chlorobenzyl)-7-(4-ethynylbenzyl)-1,2,6,7,8,9-hexahydroimidazo[1,2-a]pyrido[3,4-e]pyrimidin-5(4H)-one